C1(CCCCC1)N1CCN(C2=CC=CC=C12)C(CCN1CCN(CC1)C(=O)OC(C)(C)C)=O tert-butyl 4-(3-(4-cyclohexyl-3,4-dihydroquinoxaline-1(2H)-yl)-3-oxopropyl)piperazine-1-carboxylate